ClC1=C(C=C(C=C1O)O)C(\C=C\C=1OC=CC1)=O 1-(2-chloro-3,5-dihydroxyphenyl)-3-(furan-2-yl)-(2E)-2-propen-1-one